amyl peroxyisononanoate C(CCCCCC(C)C)(=O)OOCCCCC